BrC1=C(C=C(C(=O)NC2=CC=C(C=C2)Br)C=C1)S(NC1CC(N(CC1)C)=O)(=O)=O 4-bromo-N-(4-bromophenyl)-3-[(1-methyl-2-oxo-4-piperidyl)sulfamoyl]benzamide